Octyl-lysine propionate C(CC)(=O)O.C(CCCCCCC)N[C@@H](CCCCN)C(=O)O